C(#N)C1=C(C=CC(=C1)C)NC(COC=1C=CC=C2C(=NN(C12)C)C1C(NC(CC1)=O)=O)=O N-(2-Cyano-4-methylphenyl)-2-((3-(2,6-dioxopiperidin-3-yl)-1-methyl-1H-indazol-7-yl)oxy)acetamide